BrC1=CC(=C(C(=O)N(C)C[C@@H](C)O)C=C1)C (R)-4-bromo-N-(2-hydroxypropyl)-N,2-dimethylbenzamide